7-(2-methoxyphenyl)-4-(3-methoxyphenyl)-2-methyl-5-oxo-1,4,5,6,7,8-hexahydroquinoline-3-carboxylic acid methyl ester COC(=O)C1=C(NC=2CC(CC(C2C1C1=CC(=CC=C1)OC)=O)C1=C(C=CC=C1)OC)C